ClC1=NC=CC(=C1C)C(C(=O)OC(C)(C)C)C#N tert-butyl 2-(2-chloro-3-methylpyridine-4-yl)-2-cyanoacetate